N-isopropyl-4-((2,2,4-trimethyl-1,2-dihydroquinolin-6-yl)methyl)aniline C(C)(C)NC1=CC=C(C=C1)CC=1C=C2C(=CC(NC2=CC1)(C)C)C